rel-(2R,3S,4S,5R)-N-(3-carbamoyl-4-fluoro-phenyl)-3-[2-(difluoromethoxy)-3,4-difluoro-phenyl]-4,5-dimethyl-5-(trifluoromethyl)tetrahydrofuran-2-carboxamide C(N)(=O)C=1C=C(C=CC1F)NC(=O)[C@@H]1O[C@]([C@H]([C@H]1C1=C(C(=C(C=C1)F)F)OC(F)F)C)(C(F)(F)F)C |o1:13,15,16,17|